C12(CCCC(CC1)C2)C21CCCC(CC2)C1 bi(bicyclo[3.2.1]octane)